CCSCC 3-thia-pentane